6-Deoxy-D-gulose O=C[C@H](O)[C@H](O)[C@@H](O)[C@H](O)C